NC1=NC=CC2=C1C(=CN2[C@@H]2CN(CC2)C(C=C)=O)C#CC2=CC(=NC(=C2)OC)OC (S)-1-(3-(4-amino-3-((2,6-dimethoxypyridin-4-yl)ethynyl)-1H-pyrrolo[3,2-c]pyridin-1-yl)pyrrolidin-1-yl)prop-2-en-1-one